ClC=1C(=C2C=CNC2=C(C1)C)O[C@H]1[C@@H](CN(CC1)CCC(F)(F)F)C1=CC=C(C(=O)O)C=C1 4-((3R,4R)-4-((5-chloro-7-methyl-1H-indol-4-yl)oxy)-1-(3,3,3-trifluoropropyl)piperidin-3-yl)benzoic acid